FC(C1=CC=C(CC=2C=3N(C=CC2)N=CC3C(=O)NC3CCC(CC3)CC(=O)O)C=C1)(F)F 2-((1r,4r)-4-(4-(4-(trifluoromethyl)benzyl)pyrazolo[1,5-a]pyridine-3-carboxamido)cyclohexyl)acetic acid